(5-cyclopropyl-2-((2-((5-(1-ethyl-1H-pyrazol-4-yl)-2-methoxy-4-(4-(4-methylpiperazin-1-yl)piperidin-1-yl)phenyl)amino)-5-methoxypyrimidin-4-yl)amino)phenyl)dimethylphosphine oxide C1(CC1)C=1C=CC(=C(C1)P(C)(C)=O)NC1=NC(=NC=C1OC)NC1=C(C=C(C(=C1)C=1C=NN(C1)CC)N1CCC(CC1)N1CCN(CC1)C)OC